(R)-4-(1-(5-((5-(difluoromethoxy)-1H-pyrazol-3-yl)amino)-3H-imidazo[4,5-b]pyridin-3-yl)ethyl)tetrahydro-2H-pyran-4-ol FC(OC1=CC(=NN1)NC1=CC=C2C(=N1)N(C=N2)[C@H](C)C2(CCOCC2)O)F